FC(C(=O)F)(C(F)(F)F)OC(F)(F)F perfluoro-2-methoxypropionyl fluoride